4-[6-(hydroxymethyl)-6-methyl-4-oxo-3H,4H,6H,7H-pyrano[3,4-d]imidazol-3-yl]-3-methylbenzonitrile OCC1(CC2=C(N(C=N2)C2=C(C=C(C#N)C=C2)C)C(O1)=O)C